CCCCC[C@@H]([C@@H](/C=C/C=C/C=C\\C/C=C\\CCCC(=O)O)OO)OO The molecule is an icosanoid that is (5Z,8Z,10E,12E)-icosatetraenoic acid carrying two hydroperoxy substituents at positions 14 and 15 (the 14R,15S-stereoisomer). It has a role as a human xenobiotic metabolite. It is a conjugate acid of a 14(R),15(S)-DiHPETE(1-).